6-isopropylbenzene-1,3-diol C(C)(C)C1=CC=C(C=C1O)O